(R)-1-(3-(1-(4-(2-fluoro-3-methoxyphenoxy)phenyl)-5-propoxylimidazo[1,5-a]pyrazin-3-yl)pyrrolidin-1-yl)but-2-yn-1-one FC1=C(OC2=CC=C(C=C2)C=2N=C(N3C2C=NC=C3OCCC)[C@H]3CN(CC3)C(C#CC)=O)C=CC=C1OC